N-[3-(3-methyl-2-oxo-1,2-dihydropyridin-1-yl)-4-{[(CIS)-4-phenylcyclohexyl]oxy}butan-2-yl]methanesulfonamide CC=1C(N(C=CC1)C(C(C)NS(=O)(=O)C)CO[C@@H]1CC[C@@H](CC1)C1=CC=CC=C1)=O